(S)-3-((4-(cyclopropylethynyl)-4-(1,1-difluoroethyl)-6-fluoro-2-oxo-1,2,3,4-tetrahydroquinazolin-7-yl)methyl)-1-methylimidazolidine-2,4-dione C1(CC1)C#C[C@@]1(NC(NC2=CC(=C(C=C12)F)CN1C(N(CC1=O)C)=O)=O)C(C)(F)F